(2s,4s)-2-(4-(3-Fluorophenyl)piperidine-1-carbonyl)-7-oxa-5-azaspiro[3.4]octan FC=1C=C(C=CC1)C1CCN(CC1)C(=O)C1CC2(C1)NCOC2